NCC(C[Si](C)(C)C(C)C)C 3-amino-2-methylpropyl-(isopropyldimethylsilane)